(1r,4r)-4-(1-aminoethyl)-N-(2-(pyridin-2-yl)-1H-pyrrolo[2,3-b]pyridin-4-yl)cyclohexanecarboxamide N[C@H](C)C1CCC(CC1)C(=O)NC1=C2C(=NC=C1)NC(=C2)C2=NC=CC=C2